2-propyl-3-butyl-5-phenylfuran C(CC)C=1OC(=CC1CCCC)C1=CC=CC=C1